4-hydroxybutyl 2-butyloctanoate C(CCC)C(C(=O)OCCCCO)CCCCCC